C(C)(C)(C)OC(=O)N1C2CNCCC2CC1 7-tert-butoxycarbonyl-4,7-diazabicyclo[4.3.0]nonane